6-chloro-3-methylpicolinic acid ClC1=CC=C(C(=N1)C(=O)O)C